(4-chlorophenyl)(4-nitrophenyl)methanol ClC1=CC=C(C=C1)C(O)C1=CC=C(C=C1)[N+](=O)[O-]